oxazolinone imine O1C(N=CC1)=N